CC=1N=NC(=CC1)OC1CCNCC1 3-methyl-6-(piperidin-4-oxy)pyridazine